3-(2-hydroxypropyl)-7-methyl-8-(4-(3-(trifluoromethoxy)phenoxy)phenyl)-3,7-dihydro-1H-purine-2,6-dione OC(CN1C(NC(C=2N(C(=NC12)C1=CC=C(C=C1)OC1=CC(=CC=C1)OC(F)(F)F)C)=O)=O)C